sodium 2,2'-butylidene-bis(4,6-di-tert-butylphenyl) phosphate P1(=O)(OC2=C(C=C(C=C2C(C)(C)C)C(C)(C)C)C(CCC)C2=C(C(=CC(=C2)C(C)(C)C)C(C)(C)C)O1)[O-].[Na+]